3-((4,4-bis(octyloxy)butanoyl)oxy)-2-(((7-((2-butyloctanoyl)oxy)heptanoyl)oxy)methyl)propyl 4-(((2-(pyrrolidin-1-yl)ethyl)carbamoyl)oxy)decanoate N1(CCCC1)CCNC(=O)OC(CCC(=O)OCC(COC(CCC(OCCCCCCCC)OCCCCCCCC)=O)COC(CCCCCCOC(C(CCCCCC)CCCC)=O)=O)CCCCCC